CC1(N(C(N(C1=O)CC1=C(C=C(C(=O)OC)C=C1)F)=O)C1=CC=CC=C1)C Methyl 4-((4,4-dimethyl-2,5-dioxo-3-phenylimidazolidin-1-yl) methyl)-3-fluorobenzoate